CC1C2=CC=CC=C2C=2C=CC=C(C12)N(P(OC(C)C)OC(C)C)C1=CC=CC=2C3=CC=CC=C3C(C12)C diisopropyl bis(9-methylfluorenyl)phosphoramidite